O=C(CCOCCOC1=C(C(NN=C1)=O)C(F)(F)F)N1CCN(CC1)C1=NC=C(C=N1)C(F)(F)F 5-[2-(3-Oxo-3-[4-[5-(trifluoromethyl)pyrimidin-2-yl]piperazin-1-yl]propoxy)ethoxy]-4-(trifluoromethyl)-2,3-dihydropyridazin-3-one